3-O-p-Coumaroylquinic acid C1[C@H]([C@@H]([C@@H](C[C@]1(C(=O)O)O)OC(=O)/C=C/C2=CC=C(C=C2)O)O)O